N1C(NC(C1=O)=O)=O imidazolidine-2,4,5-trione